CN1N=C(C(=C1)C=1C=C(C=CC1)[C@]1(C2=C(NC=3N=CC(=CC13)F)CC(CC2=O)(C)C)CC)C (R)-5-(3-(1,3-dimethyl-1H-pyrazol-4-yl)phenyl)-5-ethyl-3-fluoro-8,8-dimethyl-5,8,9,10-tetrahydrobenzo[b][1,8]naphthyridin-6(7H)-one